3-(((3-methoxybenzyl)(4-(2-(2-morpholinoethoxy)ethoxy)phenyl)amino)methyl)-N,N-dimethylaniline COC=1C=C(CN(C2=CC=C(C=C2)OCCOCCN2CCOCC2)CC=2C=C(N(C)C)C=CC2)C=CC1